NC1=C(N=CC(=N1)N1CCC2([C@@H]([C@@H](OC2)C)NCC=2C=C3CN(C(C3=CC2)=O)C2C(NC(CC2)=O)=O)CC1)SC1=CC(=NC=C1)N 3-(5-((((3S,4S)-8-(6-amino-5-((2-aminopyridin-4-yl)thio)pyrazin-2-yl)-3-methyl-2-oxa-8-azaspiro[4.5]decan-4-yl)amino)methyl)-1-oxoisoindolin-2-yl)piperidine-2,6-dione